acryloyloxyethyl-2-Hydroxyethyl phthalate C(C=1C(C(=O)[O-])=CC=CC1)(=O)OCC(O)CCOC(C=C)=O